6-[2-[6-(2-hexyldecanoyloxy)hexoxy]-3-[octyl-[2-[2-[2-[2-(2-trityloxyethoxy)ethoxy]ethoxy]ethoxy]ethyl]amino]-3-oxopropoxy]hexyl 2-hexyldecanoate C(CCCCC)C(C(=O)OCCCCCCOCC(C(=O)N(CCOCCOCCOCCOCCOC(C1=CC=CC=C1)(C1=CC=CC=C1)C1=CC=CC=C1)CCCCCCCC)OCCCCCCOC(C(CCCCCCCC)CCCCCC)=O)CCCCCCCC